N1=NC=CC=C1N PYRIDAZIN-6-AMIN